O1CC(=CC1)C=1C(=C(C(=CC1)O)N1CC(NS1(=O)=O)=O)F 5-(3-(2,5-dihydrofuran-3-yl)-2-fluoro-6-hydroxyphenyl)-1,2,5-thiadiazolidin-3-one 1,1-dioxide